CC=C(C(=O)O)C methyl-(methyl)acrylic acid